N-[3-[5-(4-chlorophenyl)-1H-pyrrolo[2,3-b]pyridine-3-carbonyl]-2,4-difluorophenyl]-1-propanesulfonamide ClC1=CC=C(C=C1)C=1C=C2C(=NC1)NC=C2C(=O)C=2C(=C(C=CC2F)NS(=O)(=O)CCC)F